ClC1=C(C=C2C(C(NC2=C1)=O)=C(O)C1=C(C=NC=C1)F)C1=CC=C(C=C1)C1(CC1)CO 6-chloro-3-[(3-fluoro-4-pyridyl)-hydroxy-methylene]-5-[4-[1-(hydroxymethyl)cyclopropyl]phenyl]indolin-2-one